FC=1C=C(C=CC1N1C[C@@H](CC1)OC)C1=CC(C(=CN1C1=CC2=C(N=C(O2)N2CC(C2)OC)C=C1)C(=O)O)=O (R)-6-(3-fluoro-4-(3-methoxypyrrolidin-1-yl)phenyl)-1-(2-(3-methoxyazetidin-1-yl)benzo[d]oxazol-6-yl)-4-oxo-1,4-dihydropyridine-3-carboxylic acid